FC1=C(C=CC(=C1C(=O)C1=CNC2=NC=C(C=C21)C=2C=NC(=NC2)OC)F)NS(=O)(=O)CC2=CC=CC=C2 N-(2,4-difluoro-3-(5-(2-methoxypyrimidin-5-yl)-1H-pyrrolo[2,3-b]pyridine-3-carbonyl)phenyl)-1-phenylmethanesulfonamide